(R)-N-(5-((6-(3-(2-fluoro-3-(trifluoromethyl)phenyl)isoxazolidin-2-yl)pyrimidin-4-yl)amino)-4-methoxy-2-(4-(4-methyl-3-oxopiperazin-1-yl)piperidin-1-yl)phenyl)acrylamide FC1=C(C=CC=C1C(F)(F)F)[C@@H]1N(OCC1)C1=CC(=NC=N1)NC=1C(=CC(=C(C1)NC(C=C)=O)N1CCC(CC1)N1CC(N(CC1)C)=O)OC